OC1=C(C(=O)OC)C=C(C=C1)[N+](=O)[O-] methyl 2-hydroxy-5-nitrobenzoate